(R)-4-cyclohexyl-3-methyl-N-phenylpentanamide C1(CCCCC1)C([C@@H](CC(=O)NC1=CC=CC=C1)C)C